copper-nickel-indium-copper [Cu].[In].[Ni].[Cu]